(E)-5-Fluoro-2-(3-fluoro-4-isopropyl-5-methoxyphenylvinyl)pyridine FC=1C=CC(=NC1)\C=C\C1=CC(=C(C(=C1)OC)C(C)C)F